C1(CC1)NC1CN(CC1)C1=CC=C(C2=C1OCO2)C(=O)NC=2C=C(C=1N(C2)C=C(N1)C)F 7-[3-(cyclopropylamino)-pyrrolidin-1-yl]-N-(8-fluoro-2-methyl-imidazo[1,2-a]pyridin-6-yl)-1,3-benzodioxole-4-carboxamide